NC1=CC(=C(C(=O)O)C=C1Cl)OCC (+-)-4-amino-5-chloro-2-ethoxybenzoic acid